OCCCCCC 6-hydroxyhexan